N-(((1R,2R)-2-aminocyclopentyl)methyl)-4-(3-methyl-1H-pyrrolo[2,3-b]pyridin-4-yl)-3,4-dihydro-2H-1,4-thiazine-6-carboxamide hydrochloride Cl.N[C@H]1[C@H](CCC1)CNC(=O)C1=CN(CCS1)C1=C2C(=NC=C1)NC=C2C